FC(C1=C(C=C(C(=C1C(F)(F)F)N)C(F)(F)F)C1=CC=C(N)C=C1)(F)F 2,3,5-tris(trifluoromethyl)benzidine